C(C)OC(=O)C1=NN2C(N=C(C=C2Cl)Cl)=C1C(C)C 5,7-dichloro-3-isopropylpyrazolo[1,5-a]pyrimidine-2-carboxylic acid ethyl ester